N,N'-bis[2-(1H-imidazol-4-yl)ethyl]propanediamide hydrochloride Cl.N1C=NC(=C1)CCNC(CC(=O)NCCC=1N=CNC1)=O